ClC1=C(C(=O)N2CSC3=C(C2)C=CC=C3C3=CC(=C(C(=O)O)C=C3)N3CCOCC3)C(=CC(=C1)C=1C=NN(C1)C)Cl 4-[3-[2,6-dichloro-4-(1-methylpyrazol-4-yl)benzoyl]-2,4-dihydro-1,3-benzothiazin-8-yl]-2-morpholine-4-ylbenzoic acid